(R)-3-(((S)-3-butyl-5-(4-fluorophenyl)-3-methyl-7-(methylthio)-1,1-dioxido-2,3,4,5-tetrahydro-1,5-benzothiazepin-8-yl)oxy)-2-hydroxypropanoic acid C(CCC)[C@@]1(CS(C2=C(N(C1)C1=CC=C(C=C1)F)C=C(C(=C2)OC[C@H](C(=O)O)O)SC)(=O)=O)C